Cl.C(C1=CC=CC=C1)OCCN(CCCN)C N1-[2-(benzyloxy)ethyl]-N1-methylpropane-1,3-diamine hydrochloride